6-[1,2,2,2-tetradeuterio-1-(trideuteriomethyl)ethoxyl-3-pyridyl]pyridine-3-carboxamide [2H]C(OC1=NC=CC=C1C1=CC=C(C=N1)C(=O)N)(C([2H])([2H])[2H])C([2H])([2H])[2H]